5-chloro-6-cyano-pyridin-3-yl 3-deoxy-3-[4-(4-chloro-thiazol-2-yl)-1H-1,2,3-triazol-1-yl]-2-O-methyl-1-thio-alpha-D-galactopyranoside ClC=1N=C(SC1)C=1N=NN(C1)[C@@H]1[C@H]([C@@H](SC=2C=NC(=C(C2)Cl)C#N)O[C@@H]([C@@H]1O)CO)OC